l-α-acryloyloxy-β,β-dimethyl-γ-butyrolactone C(C=C)(=O)O[C@@H]1C(=O)OCC1(C)C